Cl.NC1CCC(CC1)CN1C(\C(\C2=CC=C(C=C12)C(=O)NCC#C)=C/C1=C(N=C(N1)C)C)=O (Z)-1-(((1r,4r)-4-aminocyclohexyl)methyl)-3-((2,4-dimethyl-1H-imidazol-5-yl)methylene)-2-oxo-N-(prop-2-yn-1-yl)indole-6-carboxamide hydrochloride